FC(C1=C2CN(C(C2=CC(=C1)C1=CC=C(C=C1)[C@H]1[C@@H](CN(CC1)CC)F)=O)[C@@H](C(=O)NC=1SC=CN1)C1=C2N(C=N1)CCC2)F |&1:27| (2RS)-2-[4-(difluoromethyl)-6-[4-[(3S,4S)-1-ethyl-3-fluoro-4-piperidyl]phenyl]-1-oxo-isoindolin-2-yl]-2-(6,7-dihydro-5H-pyrrolo[1,2-c]imidazol-1-yl)-N-thiazol-2-yl-acetamide